CC=1C2=CN(N=C2C(=C(C1)C=1C=NC(=CC1)N1CCOCC1)C)C(C(=O)NC=1SC=CN1)C1=C2N(C=N1)C[C@@H](C2)F 2-(4,7-dimethyl-6-(6-morpholinopyridin-3-yl)-2H-indazol-2-yl)-2-((R)-6-fluoro-6,7-dihydro-5H-pyrrolo[1,2-c]imidazol-1-yl)-N-(thiazol-2-yl)acetamide